2-(2-phenoxyethoxy)ethyltrimethylammonium chloride [Cl-].O(C1=CC=CC=C1)CCOCC[N+](C)(C)C